4(s)-Phenylimidazole C1(=CC=CC=C1)C=1N=CNC1